O[C@@H]1C[C@H](N(C1)C([C@H](C(C)C)N1N=NC=C1)=O)C(N[C@@H](CO)C1=CC=C(C=C1)C1=NC=CN=C1)=O 1-((S)-1-((2S,4R)-4-hydroxy-2-(((R)-2-hydroxy-1-(4-(pyrazin-2-yl)phenyl)ethyl)carbamoyl)pyrrolidin-1-yl)-3-methyl-1-oxobutan-2-yl)-1H-1,2,3-triazol